5,6-DICHLORO-1H-INDOLE-2-CARBALDEHYDE ClC=1C=C2C=C(NC2=CC1Cl)C=O